C1(CCCC1)N(C1=CC=C(C=C1)[C@@H]1NCCC[C@H]1C(=O)NC1=CC(=C(C=C1)C)C(F)(F)F)C=1C2=C(N=CN1)C=CC=N2 (2R,3R)-2-(4-(cyclopentyl-(pyrido[3,2-d]pyrimidin-4-yl)amino)phenyl)-N-(4-methyl-3-(trifluoromethyl)-phenyl)piperidine-3-carboxamide